8-(1-(Azetidin-3-yl)-1H-pyrazol-4-yl)-1-(4-methoxybenzyl)-4-(5-methyloxazol-2-yl)-1,3-dihydro-2H-benzo[b]azepin-2-one N1CC(C1)N1N=CC(=C1)C=1C=CC2=C(N(C(CC(=C2)C=2OC(=CN2)C)=O)CC2=CC=C(C=C2)OC)C1